2-((6-(1H-pyrazol-1-yl)-3,4-dihydroisoquinolin-2(1H)-yl)methyl)-5-((1-(methylsulfonyl)piperidin-4-yl)methoxy)-4H-pyran-4-one N1(N=CC=C1)C=1C=C2CCN(CC2=CC1)CC=1OC=C(C(C1)=O)OCC1CCN(CC1)S(=O)(=O)C